(+-)-3-HYDROXY-2-BUTANONE O[C@@H](C(C)=O)C |r|